1-(4-acetyl-2-methylmorpholine-3-carbonyl)-4-fluoro-N-{phenyl-[4-(prop-2-yl)phenyl]methyl}pyrrolidine-2-carboxamide C(C)(=O)N1C(C(OCC1)C)C(=O)N1C(CC(C1)F)C(=O)NC(C1=CC=C(C=C1)C(C)C)C1=CC=CC=C1